C(C)(=O)C1=CC(=NC=C1)C1CN(CC1)C(=O)OC(C)(C)C tert-butyl 3-(4-acetylpyridin-2-yl)pyrrolidine-1-carboxylate